O=C1NC(=C(C=C1C(=O)N)C1=CC=CC=C1)C(F)(F)F 2-Oxo-5-phenyl-6-(trifluoromethyl)-1,2-dihydropyridine-3-carboxamide